C(C)(C)N1CCNCC1 N-isopropylpiperazin